[6-(6-chloro-1,3-benzothiazol-2-yl)spiro[3.3]heptan-2-yl]-2-cyclopropylsulfonyl-pyridine-4-carboxamide ClC1=CC2=C(N=C(S2)C2CC3(CC(C3)C=3C(=NC=CC3C(=O)N)S(=O)(=O)C3CC3)C2)C=C1